tert-butyl (3S,4R)-4-((2-(3-((4-(dimethylphosphoryl)-2-methoxyphenyl)amino)prop-1-yn-1-yl)-3-(2,2,2-trifluoroethyl)benzo[b]thiophen-7-yl)amino)-3-fluoropiperidine-1-carboxylate CP(=O)(C)C1=CC(=C(C=C1)NCC#CC1=C(C2=C(S1)C(=CC=C2)N[C@H]2[C@H](CN(CC2)C(=O)OC(C)(C)C)F)CC(F)(F)F)OC